COC(=O)C1=C(SC(C2N1C1=CC=C(C=C1C=C2)Br)(F)F)C(=O)O 8-bromo-4,4-difluoro-4,4a-dihydro[1,4]thiazino[4,3-a]quinoline-1,2-dicarboxylic acid methyl ester